4-(2-(2-chlorophenyl)piperidin-1-yl)-N-((R,E)-4-(methylsulfonyl)but-3-en-2-yl)benzamide ClC1=C(C=CC=C1)C1N(CCCC1)C1=CC=C(C(=O)N[C@H](C)\C=C\S(=O)(=O)C)C=C1